5-cyano-4-hydroxy-2-(hydroxymethyl)tetrahydrofuran-3-yl acetate C(C)(=O)OC1C(OC(C1O)C#N)CO